(S)-2-amino-N-benzylpropionamide N[C@H](C(=O)NCC1=CC=CC=C1)C